N1C(C=CC=C1)=O.[Pd] palladium pyridone